C(C1=CC=CC=C1)OC=1C2=C(N(N=C2C=CC1)C)C(=O)O (benzyloxy)-2-methyl-2H-indazole-3-carboxylic acid